COC=1C=C2C=3N(C=4C=CC=CC4C2=CC1)C=1C=CC=CC1C3 2-(methoxy)indolo[1,2-f]phenanthridine